NC1=NC2=CC(=CC=C2C=C1F)CN(C(=O)C=1C=NC(=CC1)C)C=1C(=NC=CC1)S(=O)(=O)C N-[(2-amino-3-fluoroquinolin-7-yl)methyl]-N-(2-methanesulfonylpyridin-3-yl)-6-methylpyridine-3-carboxamide